4-(2-fluorophenyl)-6,7-dihydro-4H-pyrazolo[5,1-c][1,4]oxazine-2-carboxylic acid FC1=C(C=CC=C1)C1OCCN2C1=CC(=N2)C(=O)O